C(C)(C)(C)C=1C=CC(=NC1)C1=CC=CC=2C3=C(OC21)C=2C=CC=CC2C=C3 5-(tert-butyl)-2-(naphtho[1,2-b]benzofuran-10-yl)pyridine